C(C1=CC=CC=C1)C1=C(OCCN2CCSCC2)C=CC(=C1)C 4-(2-(2-benzyl-4-methylphenoxy)ethyl)thiomorpholine